1-vinyl-3-aminopropylimidazole hydroxide [OH-].C(=C)C(CCN)C=1NC=CN1